C1(=CC=CC=C1)S(=O)(=O)O.NCC(C1=CC(=CC(=C1)F)Cl)NC(=O)C=1N=CN(C1)C1=NC(=NC=C1C)NC1CCOCC1 N-(2-amino-1-(3-chloro-5-fluoro-phenyl)ethyl)-1-(5-methyl-2-((tetrahydro-2H-pyran-4-yl)amino)-pyrimidin-4-yl)-1H-imidazole-4-carboxamide benzenesulfonate